C(CCCCCCCCCCCCC)(=O)OCC(OC(CCCCCCCCCCCCC)=O)COP(=O)(O)O 1,2-dimyristoyl-glycero-3-phosphate